1-(methyl-d3)-N-(7-methyl-[1,2,4]triazolo[1,5-a]pyridin-6-yl)-3-(tetrahydro-2H-pyran-4-yl)-1H-pyrazolo[4,3-d]pyrimidin-5-amine C(N1N=C(C=2N=C(N=CC21)NC=2C(=CC=1N(C2)N=CN1)C)C1CCOCC1)([2H])([2H])[2H]